spiro-[3.3]heptane C1CCC12CCC2